OC1=C(C=CC(=C1)O)\C=C\C(=O)C1=CC=C(C=C1)O 2,4,4'-trihydroxychalcone